ethyl 4,6-dichloro-1H-indole-2-carboxylate ClC1=C2C=C(NC2=CC(=C1)Cl)C(=O)OCC